tert-butyl 2-[3-[4-(cyclopropylcarbamoyl)-3-(difluoromethoxy)-5-methoxyphenyl] imidazo[1,2-a]pyridin-7-yl]pyrrolidine-1-carboxylate C1(CC1)NC(=O)C1=C(C=C(C=C1OC)C1=CN=C2N1C=CC(=C2)C2N(CCC2)C(=O)OC(C)(C)C)OC(F)F